COC(C1=CC(=C(C=C1)C1=C(N(C2=CC=CC(=C12)OCC1=CC=CC=C1)C1=CC(=C(C=C1)F)F)C1CCOCC1)F)=O 4-[4-benzyloxy-1-(3,4-difluorophenyl)-2-tetrahydropyran-4-yl-indol-3-yl]-3-fluoro-benzoic acid methyl ester